C1=CC=C(C=C1)[Si](C2=CC=CC=C2)(C3=CC=CC=C3)C4=CC5=CC=CC=C5C6=C4OP(=O)(OC7=C6C8=CC=CC=C8C=C7[Si](C9=CC=CC=C9)(C1=CC=CC=C1)C1=CC=CC=C1)O (R)-(-)-3,3'-bis(triphenylsilyl)-1,1'-binaphthyl-2,2'-diyl hydrogen phosphate